6-{7-[(3S,4S)-3-fluoro-2,2,6,6-tetramethylpiperidin-4-yl]-7H-pyrrolo[2,3-c]pyridazin-3-yl}-2-methylquinolin-7-ol F[C@@H]1C(NC(C[C@@H]1N1C=CC2=C1N=NC(=C2)C=2C=C1C=CC(=NC1=CC2O)C)(C)C)(C)C